COC1=C(C(=C2C(=C1)C=C(N2)C(=O)N3CC(C4=C3C=C(C=C4)O)CCl)OC)OC 3-(Chloromethyl)-6-hydroxy-1-((5,7-trimethoxyindol-2-yl)carbonyl)indoline